N-(2'-((2-hydroxyethyl)(methyl)amino)-[4,4'-bipyridin]-2-yl)-4-methoxybenzamide OCCN(C1=NC=CC(=C1)C1=CC(=NC=C1)NC(C1=CC=C(C=C1)OC)=O)C